5-(tert-butyl)-N-(2-methyl-4-(2-(spiro[2.3]hexane-1-carboxamido)pyridin-4-yl)benzyl)-1,2,4-oxadiazole-3-carboxamide C(C)(C)(C)C1=NC(=NO1)C(=O)NCC1=C(C=C(C=C1)C1=CC(=NC=C1)NC(=O)C1CC12CCC2)C